3-bromo-2-methyl-propanoyl chloride BrCC(C(=O)Cl)C